2-amino-5-({[(1S,4S,5R)-4,5-dihydroxycyclopent-2-en-1-yl]amino}methyl)-7-(β-D-ribofuranosyl)-1,7-dihydro-4H-pyrrolo[2,3-d]pyrimidin-4-one NC1=NC(C2=C(N1)N(C=C2CN[C@H]2C=C[C@@H]([C@@H]2O)O)[C@H]2[C@H](O)[C@H](O)[C@H](O2)CO)=O